ClC1=C(C(=C2N(C1=O)C(CN2CC2CCOCC2)C(=O)OC)C2=CC(=CC=C2)C(F)(F)F)CC2=CC=CC1=CC=CC=C21 methyl 6-chloro-7-(naphthalen-1-ylmethyl)-5-oxo-1-((tetrahydro-2H-pyran-4-yl)methyl)-8-(3-(trifluoromethyl)phenyl)-1,2,3,5-tetrahydroimidazo[1,2-a]pyridine-3-carboxylate